ClC1=CC2=C(N=C(O2)C)C=C1CN1OC(C(C1=O)(C)C)OCC[Si](C)(C)C 2-[(6-chloro-2-methyl-1,3-benzoxazol-5-yl)methyl]-4,4-dimethyl-5-(2-trimethylsilylethoxy)isoxazolidin-3-one